2-{[2-(1-methyl-1H-indol-2-yl)ethyl]amino}acetic acid CN1C(=CC2=CC=CC=C12)CCNCC(=O)O